FC=1C=C2C(N(CN(C2=CC1)C1=C(C=C(C=C1)F)C(C)C)C1=C(NC(C=C1)=O)C)=O 6-fluoro-1-(4-fluoro-2-isopropylphenyl)-3-(2-methyl-6-oxo-1,6-dihydropyridin-3-yl)-2,3-dihydroquinazolin-4(1H)-one